1-(bicyclo[1.1.1]pentan-1-yl)-4-((3-(pyridin-3-yl)isoxazol-5-yl)methyl)-1,4-dihydropyrazine-2,3-dione C12(CC(C1)C2)N2C(C(N(C=C2)CC2=CC(=NO2)C=2C=NC=CC2)=O)=O